N[C@H](C(=O)N1[C@@H](C[C@H](C1)O)C(=O)N[C@@H](CO)C1=CC=C(C=C1)C=1N(N=CC1)CC)C(C)C (2S,4R)-1-[(2S)-2-amino-3-methyl-butanoyl]-N-[(1R)-1-[4-(2-ethylpyrazol-3-yl)phenyl]-2-hydroxy-ethyl]-4-hydroxy-pyrrolidine-2-carboxamide